CN(S(=O)(=O)C1=CC=C(C=C1)OB(O)O)C [4-(dimethylsulfamoyl)phenyl]Boric acid